N-[(1R,2S)-2-fluorocyclopropyl]-2,6-dimethoxy-4-(4,4,5,5-tetramethyl-1,3,2-dioxaborolan-2-yl)benzamide F[C@@H]1[C@@H](C1)NC(C1=C(C=C(C=C1OC)B1OC(C(O1)(C)C)(C)C)OC)=O